C(C)(C)(C)[Si](C)(C)OC(C(CO[Si](C)(C)C(C)(C)C)(F)F)C1=CC(=NC=C1F)Cl tert-butyl-[3-[tert-butyl(dimethyl)silyl]oxy-1-(2-chloro-5-fluoro-4-pyridyl)-2,2-difluoro-propoxy]-dimethyl-silane